C(#N)C(C#N)=C1C(C2=CC=CC=C2C1)=O dicyanomethylideneindanone